FC1([C@@H]([C@@H](N(C1)C(=O)C1CC(C1)F)CC=1C(=C(C=CC1)C1=CC(=CC=C1)OC)F)NS(=O)(=O)CC)F N-{(2S,3R)-4,4-difluoro-1-{3-fluorocyclobutane-1-carbonyl}-2-[(2-fluoro-3'-methoxy[1,1'-biphenyl]-3-yl)methyl]pyrrolidin-3-yl}ethanesulfonamide